(S)-2-acetamido-N-(4-hydroxybenzyl)-3-methoxypropanamide C(C)(=O)N[C@H](C(=O)NCC1=CC=C(C=C1)O)COC